(S)-2-(1-((3,4-dichlorophenyl)sulfonyl)piperidin-3-yl)-5-hydroxy-N-(isoxazol-4-yl)-1-methyl-6-oxo-1,6-dihydropyrimidine-4-carboxamide ClC=1C=C(C=CC1Cl)S(=O)(=O)N1C[C@H](CCC1)C=1N(C(C(=C(N1)C(=O)NC=1C=NOC1)O)=O)C